tri-n-heptyl citrate C(CC(O)(C(=O)OCCCCCCC)CC(=O)OCCCCCCC)(=O)OCCCCCCC